3,8-diamino-5-ethyl-6-phenylphenanthridine fluoride [F-].NC=1C=CC=2C3=CC=C(C=C3C(N(C2C1)CC)C1=CC=CC=C1)N